(4-(4-((3-(3-chloro-4-methoxyphenyl)imidazo[1,2-a]pyrazin-8-yl)amino)-2-methylbenzoyl)piperazin-1-yl)((2S,4R)-4-hydroxypyrrolidin-2-yl)methanone hydrochloride Cl.ClC=1C=C(C=CC1OC)C1=CN=C2N1C=CN=C2NC2=CC(=C(C(=O)N1CCN(CC1)C(=O)[C@H]1NC[C@@H](C1)O)C=C2)C